3-(4-{2-[2-(2-{[2-(2,6-dioxopiperidin-3-yl)-1,3-dioxo-2,3-dihydro-1H-isoindol-4-yl]amino}ethoxy)ethoxy]ethoxy}phenyl)-4,4-dimethyl-5-oxo-2-sulfanylideneimidazolidin O=C1NC(CCC1N1C(C2=CC=CC(=C2C1=O)NCCOCCOCCOC1=CC=C(C=C1)N1C(NC(C1(C)C)=O)=S)=O)=O